NC1=NC2=CC=C(C=C2C=C1C)C(=O)N([C@@H]1CCOC=2C1=NC=CC2)CC2=NC=C(C=C2)C#N 2-amino-N-((5-cyano-2-pyridinyl)methyl)-N-((4R)-3,4-dihydro-2H-pyrano[3,2-b]pyridin-4-yl)-3-methyl-6-quinolinecarboxamide